C(CCCCCCCCCCCCC)N1C(=C(C(C2=C(C=C(C=C12)OCC=C)OCC=C)=O)OCC=C)C1=CC(=C(C=C1)OCC=C)OC N-tetradecyl-2-(3-methoxy-4-(2-propen-1-yloxy)-phenyl)-3,5,7-tris-(2-propen-1-yloxy)-quinolin-4-one